C1(=CC=CC=C1)[C@H]1CCC=2N1C1=C(N2)C=CC(=C1)C=1C=NC(=NC1)N1CCOCC1 (R)-4-(5-(1-phenyl-2,3-dihydro-1H-benzo[d]pyrrolo[1,2-a]imidazol-7-yl)pyrimidin-2-yl)morpholine